N1N=C(C=C1C(=O)[O-])C(=O)OC methyl 3,5-pyrazoledicarboxylate